C(#N)C1=CC=C(CCN[C@H](C(=O)NC2=NC=C(C=C2)OCCOC)C2=CC=CC=C2)C=C1 |r| (S)- and (R)-2-((4-cyanophenethyl)amino)-N-(5-(2-methoxyethoxy)pyridin-2-yl)-2-phenylacetamide